Ethyl (2-amino-6-((4-(trifluoromethyl)benzyl)amino)pyridin-3-yl)carbamate NC1=NC(=CC=C1NC(OCC)=O)NCC1=CC=C(C=C1)C(F)(F)F